trans-(1S,2S)-N,N-dimethylcyclohexanediamine CN(C1(CCCCC1)N)C